ethyl 3-(3-((2S,3S)-3-(hydroxymethyl)oxiran-2-yl)phenyl)-2-methylacrylate OC[C@H]1[C@@H](O1)C=1C=C(C=CC1)C=C(C(=O)OCC)C